(3-Aminoazetidin-1-yl)(5-chloro-6,7-difluoro-1H-indol-2-yl)methanone NC1CN(C1)C(=O)C=1NC2=C(C(=C(C=C2C1)Cl)F)F